ethyl 3,5-difluoro-4-nitrobenzoate FC=1C=C(C(=O)OCC)C=C(C1[N+](=O)[O-])F